FC=1C=NC(=NC1)N1CC2N(C3=C(OC2)C=C(C=C3)[N+](=O)[O-])CC1 3-(5-fluoropyrimidin-2-yl)-8-nitro-1,2,3,4,4a,5-hexahydrobenzo[b]pyrazino[1,2-d][1,4]oxazine